methyl 7-hydroxy-2-((4-methoxypyridin-2-yl)methyl)-3-oxoisoindoline-5-carboxylate OC=1C=C(C=C2C(N(CC12)CC1=NC=CC(=C1)OC)=O)C(=O)OC